C(=O)(O)C1=CC=C(C=C1)C1=NC=NC(=C1)C1=CC=C(C=C1)C(=O)O 4,6-bis(4-carboxyphenyl)pyrimidine